((5S,7S)-7-fluoro-5-phenyl-6,7-dihydro-5H-pyrrolo[1,2-b][1,2,4]triazol-2-yl)((1R,2R)-2-fluorocyclopropyl)methanone F[C@H]1C[C@H](N2N=C(N=C21)C(=O)[C@@H]2[C@@H](C2)F)C2=CC=CC=C2